phenylbutenone C=CC(=O)CC1=CC=CC=C1